ClC1=CC(=CC(=N1)N1CCN(CC1)S(=O)(=N)C1=CC=C(C=C1)NC(C)=O)C(F)(F)F N-[4-[[4-[6-chloro-4-(trifluoromethyl)-2-pyridyl]piperazin-1-yl]sulfonimidoyl]phenyl]acetamide